BrC1=CC(=C(C=C1)P(OCC)=O)F ethyl (4-bromo-2-fluorophenyl)phosphinate